N-methyl-4-(2-{[(3S)-piperidin-3-yl]amino}-5-(trifluoromethyl)pyrimidin-4-yl)-1H-pyrrol-2-carboxamide CNC(=O)C=1NC=C(C1)C1=NC(=NC=C1C(F)(F)F)N[C@@H]1CNCCC1